ClC1=NSC(=N1)C1=NN=C2N1CCN[C@@H]2C 3-Chloro-5-[(8R)-8-methyl-5,6,7,8-tetrahydro-[1,2,4]triazolo[4,3-a]pyrazine-3-yl]-1,2,4-thiadiazole